tert-butyl (R)-4-(3-fluoro-5-(trifluoromethyl)benzyl)-2-methylpiperazine-1-carboxylate FC=1C=C(CN2C[C@H](N(CC2)C(=O)OC(C)(C)C)C)C=C(C1)C(F)(F)F